C(C)OP(=O)(OCC)C(C(=O)OC(C)(C)C)CC1=NC=CC(=C1)CCCCCCCC tert-butyl 2-(diethoxyphosphoryl)-3-(4-octylpyridin-2-yl)propanoate